FC=1C(=CC=2C3=C(NC(C2C1)=O)COC[C@H]3N(C(=O)C=3C=NN(C3)C)C)F (S)-N-(8,9-difluoro-6-oxo-1,4,5,6-tetrahydro-2H-pyrano[3,4-c]isoquinolin-1-yl)-N,1-dimethyl-1H-pyrazole-4-carboxamide